C(C1=CC=CC=C1)OC1=CC=C(C=C1)C1=NC2=CC(=CC(=C2C(C1OCC1=CC=CC=C1)=O)OCC1=CC=CC=C1)OCC1=CC=CC=C1 2-(4-benzyloxyphenyl)-3,5,7-tribenzyloxyquinolin-4-one